N[C@H]1C2(CN3N=CC=C31)CCN(CC2)C=2N=CC(=NC2)SC2=C3C=CC=NC3=C(C=C2)C#N (S)-5-((5-(4'-amino-4'H,6'H-spiro[piperidine-4,5'-pyrrolo[1,2-b]pyrazol]-1-yl)pyrazin-2-yl)thio)quinoline-8-carbonitrile